C(C)(C)OC=1C=CC(=NC1)C1=NSC(=N1)NC1=C(C=C(C=N1)N(C(C)=O)C)C N-(6-(3-(5-isopropoxypyridin-2-yl)-1,2,4-thiadiazol-5-ylamino)-5-methylpyridin-3-yl)-N-methylacetamide